3-((4,4-bis(octyloxy)butanoyl)oxy)-2-((((1,3-dimethylazetidin-3-yl)carbamoyl)-oxy)methyl)propyl (9Z,12Z)-octadeca-9,12-dienoate C(CCCCCCC\C=C/C\C=C/CCCCC)(=O)OCC(COC(CCC(OCCCCCCCC)OCCCCCCCC)=O)COC(NC1(CN(C1)C)C)=O